C1(CC1)N1C(=NN=C1)C1=CC=CC(=N1)N1C(C2=CC=C(C=C2C1)NC(C)=O)=O N-(2-(6-(4-cyclopropyl-4H-1,2,4-triazol-3-yl)pyridin-2-yl)-1-oxoisoindolin-5-yl)acetamide